4-({4-[7-(aminocarbonyl)-2H-indazole-2-yl]benzyl}ammonio)piperidinium NC(=O)C1=CC=CC2=CN(N=C12)C1=CC=C(C[NH2+]C2CC[NH2+]CC2)C=C1